4-(3-cyano-4-isobutoxy-phenyl)-1-methyl-imidazole-2-carboxylic acid C(#N)C=1C=C(C=CC1OCC(C)C)C=1N=C(N(C1)C)C(=O)O